ClC1=C(C=C(C=2C(C3=C(C=C(C=C3C(C12)=O)C)O)=O)O)O 4-chloro-1,3,8-trihydroxy-6-methyl-9,10-dihydroanthracene-9,10-dione